C(C)(=O)N1CCC(CC1)NCC=1C=CC(=NC1OC)C1=C(C(=NC=C1)C=1C(=C(C=CC1)NC(C1=NC=C(C(=C1)OC)CNCC(C)O)=O)Cl)Cl N-(3-(5-(((1-acetylpiperidin-4-yl)amino)methyl)-3'-chloro-6-methoxy-[2,4'-bipyridin]-2'-yl)-2-chlorophenyl)-5-(((2-hydroxypropyl)amino)methyl)-4-methoxypicolinamide